Cyclohexyl 2-(benzo[c][1,2,5]thiadiazole-4-sulfonamido)-4,5-dimethylthiophene-3-carboxylate N=1SN=C2C1C=CC=C2S(=O)(=O)NC=2SC(=C(C2C(=O)OC2CCCCC2)C)C